ClC1=C(NC=2C3=C(N=CN2)N(C=C3C3CCN(CC3)C(=O)[O-])COCC[Si](C)(C)C)C=C(C(=C1)OCC1=NC=CC=C1)Cl 4-[4-[2,5-dichloro-4-(2-pyridylmethoxy)anilino]-7-(2-trimethylsilylethoxymethyl)pyrrolo[2,3-d]pyrimidin-5-yl]piperidine-1-carboxylate